(6-((tert-Butyldimethylsilyl)oxy)-2-(4-hydroxyphenyl)benzo[b]thiophen-3-yl)(4-(2-(piperidin-1-yl)ethoxy)phenyl)methanone [Si](C)(C)(C(C)(C)C)OC=1C=CC2=C(SC(=C2C(=O)C2=CC=C(C=C2)OCCN2CCCCC2)C2=CC=C(C=C2)O)C1